ClC=1C(=C(C=C(C1)F)[C@@H]1COCC(N1)=O)COC=1C=CC=C2C(=CC(=NC12)C)N1N=CC(=C1)F (R)-5-(3-chloro-5-fluoro-2-((4-(4-fluoro-1H-pyrazol-1-yl)-2-methylquinolin-8-yloxy)methyl)phenyl)morpholin-3-one